C(C)(C)(C)C=1C=C(C(=O)O)C=C(C1)O 3-tertbutyl-5-hydroxybenzoic acid